3-isopropoxy-1-phenyl-1H-benzo[g]indazole-4,5-dione C(C)(C)OC1=NN(C=2C3=C(C(C(C12)=O)=O)C=CC=C3)C3=CC=CC=C3